sodium gamma-hydroxy-thiobutyrate OCCCC(=S)[O-].[Na+]